C(CC)C1=CC(N=C1)=O (R)-4-n-propylpyrrol-2-one